BrC1=CC(=C(C#N)C=C1)O[C@H](CN1N=CN=C1)C 4-bromo-2-(((2S)-1-(1H-1,2,4-triazol-1-yl)propan-2-yl)oxy)benzonitrile